C(C)(C)(C)OC(=O)C1CCN(CC1)CC=1C=C(C2=C(N=C(O2)C=2C(=C(C=CC2)C2=C(C(=CC=C2)NC=2N=CC=C3C=C(C=NC23)C=O)C)C)C1)C#N 1-((7-cyano-2-(3'-(3-formyl-1,7-naphthyridin-8-ylamino)-2,2'-dimethylbiphenyl-3-yl)benzo[d]oxazol-5-yl)methyl)piperidine-4-carboxylic acid tert-butyl ester